rac-(2S,7aR)-ethyl 2-hydroxy-5-oxohexahydro-1H-pyrrolizine-7a-carboxylate O[C@H]1C[C@]2(CCC(N2C1)=O)C(=O)OCC |r|